OC[C@@](C)(O)C=1C=C(SC1)S(=O)(=O)N (S)-4-(1,2-dihydroxypropan-2-yl)thiophene-2-sulfonamide